NCC=C(CN)CN tris(aminomethyl)ethaneN